4-bromo-2-[2-(3-iodophenoxy)ethyl]aniline BrC1=CC(=C(N)C=C1)CCOC1=CC(=CC=C1)I